2-(1-(6,7-dimethoxyquinazolin-4-yl)piperidin-4-yl)butyronitrile COC=1C=C2C(=NC=NC2=CC1OC)N1CCC(CC1)C(C#N)CC